ClC=1C(=CC(=NC1)OC(F)F)C1=NN=C(N1C)C1=C(C=CC=C1F)F 5-chloro-2-(difluoromethoxy)-4-(5-(2,6-difluorophenyl)-4-methyl-4H-1,2,4-triazol-3-yl)pyridine